COC1=CC=C(C=C1)C1(COCCC1)C 3-(4-methoxyphenyl)-3-methyltetrahydro-2H-pyran